C(C=C)(=O)OCCCCC[SiH2]C(I)I acryloxypentyl-diiodomethylsilane